3-{[3-(8-{[(3S,4R)-3-fluoro-1-methylpiperidin-4-yl]amino}-3-[(trifluoromethyl)sulfanyl]indolizin-2-yl)prop-2-yn-1-yl]amino}-N-(2-hydroxy-2-methylpropyl)-4-(oxetan-3-yloxy)benzamide F[C@H]1CN(CC[C@H]1NC1=CC=CN2C(=C(C=C12)C#CCNC=1C=C(C(=O)NCC(C)(C)O)C=CC1OC1COC1)SC(F)(F)F)C